N-(4-{3-Fluoro-4-[3-(2-fluoro-5-trimethylsilanyl-phenyl)-ureido]-phenoxy}-pyridin-2-yl)-acetamide FC=1C=C(OC2=CC(=NC=C2)NC(C)=O)C=CC1NC(=O)NC1=C(C=CC(=C1)[Si](C)(C)C)F